BrC=1C=C(C=CC1)N1C=NC=2C1=NC=C(C2)C(C(F)F)(C)O 2-(3-(3-bromophenyl)-3H-imidazo[4,5-b]pyridin-6-yl)-1,1-difluoropropan-2-ol